C1(=CC=CC=C1)C1=NC(=CC(=N1)C=1C=C(C(=CC1)C1=CC=CC=C1)C1=CC=CC=C1)C1=CC=CC=C1 4'-(2,6-diphenylpyrimidin-4-yl)-[1,1':2',1''-terphenyl]